2-(3-Benzyl-1-(1-methylpiperidin-4-yl)-1H-1,2,4-triazol-5-yl)morpholin C(C1=CC=CC=C1)C1=NN(C(=N1)C1CNCCO1)C1CCN(CC1)C